FC1(CC(C1)C(=O)N(CC12CCC(CC1)(CC2)C2=NC(=NO2)C)C=2C=C(C=CC2)/C=C/C(=O)OC)F methyl (E)-3-(3-(3,3-difluoro-N-((4-(3-methyl-1,2,4-oxadiazol-5-yl) bicyclo[2.2.2]octan-1-yl)methyl)cyclobutane-1-carboxamido)phenyl)acrylate